2-(quinoline-5-oxy)but-3-en-1-ol tert-butyl-3-hydroxy-3-(1H-pyrrolo[2,3-b]pyridin-3-yl)piperidine-1-carboxylate C(C)(C)(C)C1N(CCCC1(C1=CNC2=NC=CC=C21)O)C(=O)OCC(C=C)OC=2C=1C=CC=NC1C=CC2